CN(S(=O)(=O)C)C1=C(C=CC=C1)C(=O)N1CCC2=CC(=CC=C12)S(=O)(=O)N1CCNCC1 N-methyl-N-(2-(5-(piperazin-1-ylsulfonyl)indoline-1-carbonyl)phenyl)methanesulfonamide